4-(5-(4-((5-cyclopropyl-3-(3,5-dichloropyridin-4-yl)isoxazol-4-yl)methoxy)-2-oxabicyclo[2.2.2]oct-1-yl)-1,2,4-oxadiazol-3-yl)benzoic acid C1(CC1)C1=C(C(=NO1)C1=C(C=NC=C1Cl)Cl)COC12COC(CC1)(CC2)C2=NC(=NO2)C2=CC=C(C(=O)O)C=C2